ClC=1C(=NC(=NC1)NC1CCOCC1)C1=CC=C2CN(C(C2=C1)=O)CC(=O)NC1(CCCCC1)C 2-(6-{5-chloro-2-[(oxacyclohex-4-yl)amino]pyrimidin-4-yl}-1-oxo-2,3-dihydro-1H-isoindol-2-yl)-N-(1-methylcyclohexyl)acetamide